B(F)(F)F.P1(=O)(OCCO1)[O-].[Li+] lithium ethylene phosphate trifluoroborate